(3S)-3-[5-[4-[[1-[4-[(1S,2R)-6-hydroxy-2-(2,3,4,5,6-pentadeuteriophenyl)tetralin-1-yl]phenyl]-4-piperidyl]methyl]piperazin-1-yl]-1-oxo-isoindolin-2-yl]piperidine-2,6-dione OC=1C=C2CC[C@H]([C@H](C2=CC1)C1=CC=C(C=C1)N1CCC(CC1)CN1CCN(CC1)C=1C=C2CN(C(C2=CC1)=O)[C@@H]1C(NC(CC1)=O)=O)C1=C(C(=C(C(=C1[2H])[2H])[2H])[2H])[2H]